CC=1C(=NC=C(C1)C1=NOC(=N1)C(F)(F)F)CO (3-methyl-5-(5-(trifluoromethyl)-1,2,4-oxadiazol-3-yl)pyridin-2-yl)methanol